6-Amino-3-((1S,3S)-4'-chloro-3-(1H-1,2,4-triazol-1-yl)-1',2'-dihydrospiro[cyclopentane-1,3'-pyrrolo[2,3-b]pyridin]-5'-yl)-2-fluoro-N,N-dimethylbenzamide NC1=CC=C(C(=C1C(=O)N(C)C)F)C=1C(=C2C(=NC1)NC[C@@]21C[C@H](CC1)N1N=CN=C1)Cl